5-chloro-2-(2-methylpyrazol-3-yl)naphthalene-1-carbonitrile ClC1=C2C=CC(=C(C2=CC=C1)C#N)C=1N(N=CC1)C